3-(1-oxo-5-(5-(trifluoromethyl)isoindoline-2-carbonyl)isoindolin-2-yl)piperidine O=C1N(CC2=CC(=CC=C12)C(=O)N1CC2=CC=C(C=C2C1)C(F)(F)F)C1CNCCC1